ethyl 1H-pyrrolo[2,3-C]pyridine-2-carboxylate hydrochloride Cl.N1C(=CC=2C1=CN=CC2)C(=O)OCC